CN(C=1C=CC(=C(C1)N1/C(/SCC1=O)=N/C(=O)NC1=C(C=C(C=C1)C1=NN(C=N1)C1=NC=C(C=C1)OC(F)(F)F)F)C(F)(F)F)C (Z)-1-(3-(5-(dimethylamino)-2-(trifluoromethyl)phenyl)-4-oxothiazolidin-2-ylidene)-3-(2-fluoro-4-(1-(5-(trifluoromethoxy)pyridin-2-yl)-1H-1,2,4-triazol-3-yl)phenyl)urea